NC1=NC=C(C(=N1)N)OC1=CC(=NC=C1C(C)C)P1(CCCC1)=O 1-(4-((2,4-diaminopyrimidin-5-yl)oxy)-5-isopropylpyridin-2-yl)phospholane 1-oxide